ClC=1C=C(C=CC1F)C=1C=C(N2N=CN(C(C21)=O)CC(=O)N2CC(C2)(C)F)I 5-(3-chloro-4-fluoro-phenyl)-3-[2-(3-fluoro-3-methyl-azetidin-1-yl)-2-oxo-ethyl]-7-iodo-pyrrolo[2,1-f][1,2,4]triazin-4-one